methyl (3S,6S,7R,10aS)-6-((tert-butoxycarbonyl)amino)-7-cyclopropyl-5-oxodecahydropyrrolo[1,2-a]azocine-3-carboxylate C(C)(C)(C)OC(=O)N[C@H]1[C@H](CCC[C@@H]2N(C1=O)[C@@H](CC2)C(=O)OC)C2CC2